FC(C(=O)OCC)(CCC(=O)OCC)F diethyl 2,2-difluoroglutarate